(4-(4-chlorobenzyl-carbamoyl)-1,2,3-thiadiazol-5-yl)-1-(pyridin-2-yl)piperidine-4-carboxamide ClC1=CC=C(CNC(=O)C=2N=NSC2C2N(CCC(C2)C(=O)N)C2=NC=CC=C2)C=C1